9-chloro-11β,17,21-trihydroxy-16β-methylpregna-1,4-diene-3,20-dione 17,21-dipropionate CCC(=O)OCC(=O)[C@]1([C@H](C[C@@H]2[C@@]1(C[C@@H]([C@]3([C@H]2CCC4=CC(=O)C=C[C@@]43C)Cl)O)C)C)OC(=O)CC